tert-butyl 2-((1H-indol-5-yl)amino)-7,8-dihydropyrido[4,3-d]pyrimidine-6(5H)-carboxylate N1C=CC2=CC(=CC=C12)NC=1N=CC2=C(N1)CCN(C2)C(=O)OC(C)(C)C